1-methoxyanthraquinone COC1=CC=CC=2C(C3=CC=CC=C3C(C12)=O)=O